ClC=1C=C2C(=NC1)NC=C2CCN(C)CC 2-(5-chloro-1H-pyrrolo[2,3-b]pyridin-3-yl)-N-ethyl-N-methylethan-1-amine